tert-butyl ((1R,3R)-3-aminocyclopentyl)carbamate N[C@H]1C[C@@H](CC1)NC(OC(C)(C)C)=O